CS(=O)(=O)N1CCC2(CC1)OC1=C(C(C2)=O)C=CC=C1 1'-(methylsulfonyl)spiro[benzopyran-2,4'-piperidin]-4-one